N,N-bis-(2-hydroxypropyl)aniline OC(CN(C1=CC=CC=C1)CC(C)O)C